OC1=NC(=C(C(=N1)O)CCC(=O)OCC)C ethyl 3-(2,4-dihydroxy-6-methylpyrimidin-5-yl)propanoate